4-methyl-5-(3-propoxyoxetan-3-yl)thiazol-2-amine CC=1N=C(SC1C1(COC1)OCCC)N